2-bromo-N'-(phenyl)benzoyl-hydrazine lithium difluorophosphate bisoxalate C(C(=O)O)(=O)[O-].C(C(=O)O)(=O)O.P(=O)(O)(F)F.[Li+].BrC1=C(C(=O)NNC2=CC=CC=C2)C=CC=C1